5'-(((tert-butoxycarbonyl)amino)methyl)-2'-fluoro-4-methoxy-[1,1'-biphenyl]-3-carboxylic acid C(C)(C)(C)OC(=O)NCC=1C=CC(=C(C1)C1=CC(=C(C=C1)OC)C(=O)O)F